FC(C=1C(=C(C=CC1)[C@@H](C)NC1=NC(=NC2=CC(=C(C=C12)OC)C=1C=NNC1)C)F)F (R)-N-(1-(3-(difluoromethyl)-2-fluorophenyl)ethyl)-6-methoxy-2-methyl-7-(1H-pyrazol-4-yl)quinazolin-4-amine